C(=C)C1=CC=C(C=C1)P(OCCCCCCC)(OCCCCCCC)=O di-n-heptyl (4-vinylphenylphosphonate)